(R)-5-{4-[4-(6-fluorobenzo[d]isoxazol-3-yl)piperidine-1-carbonyl]phenyl}-5-isopropylimidazolidine-2,4-dione FC1=CC2=C(C(=NO2)C2CCN(CC2)C(=O)C2=CC=C(C=C2)[C@@]2(C(NC(N2)=O)=O)C(C)C)C=C1